3-chloro-5-((4-chlorophenylimino)meth-yl)phenol ClC=1C=C(C=C(C1)C=NC1=CC=C(C=C1)Cl)O